ClC=1C=C(C=CC1)N1CC2(CC1)CCN(CC2)C2=C(C(N(C1=CC(=CC=C21)N2CCN(CC2)C)C)=O)C#N 4-[2-(3-Chlorophenyl)-2,8-diazaspiro[4.5]dec-8-yl]-1-methyl-7-(4-methylpiperazin-1-yl)-2-oxo-1,2-dihydroquinoline-3-carbonitrile